ClC1=NC=C(C(=N1)N1C(=NC(=C1)C)C)F 2-chloro-4-(2,4-dimethylimidazol-1-yl)-5-fluoro-pyrimidine